2,2-dimethyl-cyclopropaneformamide CC1(C(C1)C(=O)N)C